2-(2,6-dioxopiperidin-3-yl)-4-(piperidin-4-ylamino)isoindoline-1,3-dione hydrochloride Cl.O=C1NC(CCC1N1C(C2=CC=CC(=C2C1=O)NC1CCNCC1)=O)=O